1,3-diamino-5-hydroxybenzene NC1=CC(=CC(=C1)O)N